4-(3-aminophenyl)-7-methyl-8-(trifluoromethyl)-1H-benzo[b][1,4]diazepin-2(3H)-one NC=1C=C(C=CC1)C1=NC2=C(NC(C1)=O)C=C(C(=C2)C)C(F)(F)F